CN1N=C(C=C1)C=1SC=C(N1)/C=C/C(=O)OCC (E)-Ethyl 3-(2-(1-methyl-1H-pyrazol-3-yl)thiazol-4-yl)acrylate